3-[3-(4-amino-1-piperidyl)-N-methyl-anilino]piperidine-2,6-dione NC1CCN(CC1)C=1C=C(N(C)C2C(NC(CC2)=O)=O)C=CC1